(S)-2-(3-fluoro-5-((R)-1-hydroxypropan-2-yl)-2-methoxyphenyl)-2-((R)-3-(methyl(5-(5,6,7,8-tetrahydro-1,8-naphthyridin-2-yl)pentyl)amino)pyrrolidin-1-yl)acetic acid FC=1C(=C(C=C(C1)[C@H](CO)C)[C@@H](C(=O)O)N1C[C@@H](CC1)N(CCCCCC1=NC=2NCCCC2C=C1)C)OC